ClC1=C(C(=O)N2CC3CCC(C2)N3C=3C=C(C=CC3OC)S(=O)(=O)Cl)C=C(C(=C1)F)F 3-[3-(2-Chloro-4,5-difluoro-benzoyl)-3,8-diazabicyclo[3.2.1]oct-8-yl]-4-methoxy-benzenesulfonyl chloride